Ethyl 3-chloro-2-[6-(1,1-difluoropropyl)pyridin-3-yl]-5-[({1-[2-fluoro-4-(trifluoromethyl) phenyl]cyclopropyl}carbonyl) amino]benzoate ClC=1C(=C(C(=O)OCC)C=C(C1)NC(=O)C1(CC1)C1=C(C=C(C=C1)C(F)(F)F)F)C=1C=NC(=CC1)C(CC)(F)F